tert-Butyl ((3R,5S)-1-(5-amino-2-((dimethylamino)methyl)benzo[d]thiazol-4-yl)-5-(((tert-butyldimethylsilyl)oxy)methyl)pyrrolidin-3-yl)carbamate NC=1C=CC2=C(N=C(S2)CN(C)C)C1N1C[C@@H](C[C@H]1CO[Si](C)(C)C(C)(C)C)NC(OC(C)(C)C)=O